methyl iminodiacetate phenethylborate C(CC1=CC=CC=C1)OB(O)O.N(CC(=O)O)CC(=O)OC